ClC1=CC=C(C=C1)C=1N(C(N(C1C)CC1=NNC(=N1)[C@H](C)O)=O)C[C@@H](C(F)(F)F)O 4-(4-chlorophenyl)-1-((5-((S)-1-hydroxyethyl)-1H-1,2,4-triazol-3-yl)methyl)-5-methyl-3-((S)-3,3,3-trifluoro-2-hydroxypropyl)-1,3-dihydro-2H-imidazol-2-one